(S)-ethyl 8-(2-amino-6-((R)-1-(5-chloro-3'-cyano-[1,1'-biphenyl]-2-yl)-2,2,2-trifluoroethoxy)pyrimidin-4-yl)-2,8-diazaspiro[4.5]decane-3-carboxylate NC1=NC(=CC(=N1)N1CCC2(C[C@H](NC2)C(=O)OCC)CC1)O[C@@H](C(F)(F)F)C1=C(C=C(C=C1)Cl)C1=CC(=CC=C1)C#N